(S)-2-amino-4-guanidino-butyric acid N[C@H](C(=O)O)CCNC(=N)N